(5-benzyl-4,5-dihydroisoxazol-3-yl)(4-methoxyphenyl)methanone C(C1=CC=CC=C1)C1CC(=NO1)C(=O)C1=CC=C(C=C1)OC